CC=1C(C(CCC1)(C)C)C(\C=C\C)=O (2e)-1-(2,6,6-trimethylcyclohex-2-en-1-yl)but-2-en-1-one